FC(OC1=CC=C(CNC(N)=O)C=C1)(F)F 3-(4-(trifluoromethoxy)benzyl)urea